COC(=O)N1C[C@H](CC1)NC=1C2=C(N=C(N1)N1CC(C1)C1=CC=CC=C1)CC[S@]2=O (R)-(3S)-3-(((5R)-5-oxo-2-(3-phenylazetidin-1-yl)-6,7-dihydrothieno[3,2-d]pyrimidin-4-yl)amino)pyrrolidine-1-carboxylic acid methyl ester